tert-butyl (3S,4S)-rel-4-(2-(prop-2-en-1-yloxy)-4,5-dichlorobenzoyl)-3-methylpiperidine-1-carboxylate C(C=C)OC1=C(C(=O)[C@@H]2[C@@H](CN(CC2)C(=O)OC(C)(C)C)C)C=C(C(=C1)Cl)Cl |o1:8,9|